C(C)NS(=O)(=O)NC1=NC=CC(=C1F)CC=1C(OC2=CC(=CC=C2C1C)OC1=NC=CC=C1F)=O 3-[[2-(ethylsulfamoylamino)-3-fluoro-4-pyridinyl]methyl]-7-[(3-fluoro-2-pyridinyl)oxy]-4-methyl-chromen-2-one